C=CCCCCC(CCCCCCCCCC)NCCCCCCCC(=O)OCCC(CCCCC)CCCCC 3-Pentyloctyl 8-(heptadec-1-en-7-ylamino)octanoate